C(=O)(O)CN(CCO[Si](OCCN(CC(=O)[O-])CCO)(OCCN(CC(=O)[O-])CCO)CCC[N+](C)(C)CCCCCCCCCCCCCCCCC)CCO 7-(2-((carboxymethyl)(2-hydroxyethyl)amino)ethoxy)-7-(3-(heptadecyldimethylammonio)propyl)-3,11-bis(2-hydroxyethyl)-6,8-dioxa-3,11-diaza-7-silatridecanedioate